C1(CC1)C([C@@H](C=1OC2=C(N1)C=C(C=C2)CN2C(N[C@@H](C2)C(F)(F)F)=O)NC(=O)C=2C(=NOC2)CC)C2CC2 N-((S)-2,2-dicyclopropyl-1-(5-(((S)-2-oxo-4-(trifluoro-methyl)imidazolidin-1-yl)methyl)benzo[d]oxazol-2-yl)ethyl)-3-ethylisoxazole-4-carboxamide